CN1C(C=C(C=C1)C1=CC(=NO1)C=O)=O 5-(1-methyl-2-oxo-1,2-dihydropyridin-4-yl)isoxazole-3-carbaldehyde